4-amino-6-(1,1-difluoroethyl)nicotinic acid NC1=CC(=NC=C1C(=O)O)C(C)(F)F